N-(2-(2-(((2S,3R,4S,5R,6R)-3,4,5-trihydroxy-6-(hydroxymethyl)tetrahydro-2H-pyran-2-yl)oxy)ethoxy)ethyl)benzamide formate C(=O)O.O[C@H]1[C@H](O[C@@H]([C@@H]([C@@H]1O)O)CO)OCCOCCNC(C1=CC=CC=C1)=O